C(C)OC(=O)ON=C(C=O)C 2-ethoxycarbonyloxyiminopropane-1-one